N[C@H]1C[C@H](CO[C@@H]1C1=C(C=CC(=C1)F)F)N1CC=2C(=NN3C2N=C(C=C3C)C(=O)[O-])CC1 9-((3R,5S,6R)-5-amino-6-(2,5-difluorophenyl) tetrahydro-2H-pyran-3-yl)-4-methyl-7,8,9,10-tetrahydropyrido[4',3':3,4]pyrazolo[1,5-a]pyrimidine-2-carboxylate